N-[4-(3-methylphenoxy)phenyl]-7H-pyrrolo[2,3-d]pyrimidin-4-amine CC=1C=C(OC2=CC=C(C=C2)NC=2C3=C(N=CN2)NC=C3)C=CC1